C1=CC=CC=2C3=CC=CC=C3C(C12)COC(=O)NCC(=O)NCOC1(CC1)C(=O)OCC1=CC=CC=C1 Benzyl 1-((2-((((9H-fluoren-9-yl)methoxy)carbonyl)amino)acetamido)methoxy)cyclopropane-1-carboxylate